ClC1=CC(=C(C=C1)C1=NC(=CC2=C1N=C(N(C2=O)C)C)N2CC(O[C@H](C2)C=2C=NN(C2)C)(C)C)F (S)-8-(4-chloro-2-fluorophenyl)-6-(2,2-dimethyl-6-(1-methyl-1H-pyrazol-4-yl)morpholino)-2,3-dimethylpyrido[3,4-d]pyrimidin-4(3H)-one